1-methyl-4-(tritylthio)piperidine CN1CCC(CC1)SC(C1=CC=CC=C1)(C1=CC=CC=C1)C1=CC=CC=C1